ClC1=NC(=C(C=C1C(=O)OC)C)C(F)(F)F methyl 2-chloro-5-methyl-6-(trifluoromethyl)pyridine-3-carboxylate